dichloro(cycloocta-1,5-diene) palladium (II) [Pd+2].ClC1=C(CCC=CCC1)Cl